CC1=C(C=CC(=C1)C)[C@H]1N(CCC1)C=1C(=NC=CN1)C(=O)N[C@H](C)\C=C\S(=O)(=O)C ((S)-2-(2,4-Dimethylphenyl)pyrrolidin-1-yl)-N-((R,E)-4-(methylsulfonyl)but-3-en-2-yl)pyrazine-2-carboxamide